3-Methylimidazolium bis(trifluoromethylsulfonyl)imid [N-](S(=O)(=O)C(F)(F)F)S(=O)(=O)C(F)(F)F.C[N+]1=CNC=C1